C(C)OC=1C=C(C=CC1O)/C=C/C(=O)C1=CC=C(C=C1)C (E)-3-(3-Ethoxy-4-hydroxyphenyl)-1-(4-methylphenyl)prop-2-en-1-one